COC1=CC(=CC(=C1O[C@H]2[C@@H]([C@H]([C@@H]([C@H](O2)CO)O)O)O)OC)[C@@H]3[C@H]([C@@H](CC4=CC(=C(C(=C34)OC)O[C@H]5[C@@H]([C@H]([C@@H]([C@H](O5)CO)O)O)O)OC)CO)CO The molecule is a lignan that consists of (+)-lyoniresinol attached to two beta-D-glucopyranosyl units at positions 4 and 4' via glycosidic linkages. Isolated from Indigofera heterantha, it exhibits inhibitory activity against lipoxygenase. It has a role as a metabolite and a lipoxygenase inhibitor. It is a lignan, a beta-D-glucoside, a dimethoxybenzene, a primary alcohol and a member of tetralins. It derives from a (+)-lyoniresinol.